ClC=1C2=CN(N=C2C(=C(C1)C1=CC=C(OCCNC(OC(C)(C)C)=O)C=C1)Cl)[C@@H](C(NC=1SC=CN1)=O)C1=C2N(C=N1)C[C@@H](C2)F |&1:28| rac-tert-Butyl (2-(4-(4,7-dichloro-2-(1-((R)-6-fluoro-6,7-dihydro-5H-pyrrolo[1,2-c]imidazol-1-yl)-2-oxo-2-(thiazol-2-ylamino)ethyl)-2H-indazol-6-yl)phenoxy)ethyl)carbamate